NC([C@H](CCC(=O)OC(C)(C)C)N1C(C2=CC=C(C=C2C1)C1=NC=2N(C=C1)N=CC2Br)=O)=O tert-butyl (S)-5-amino-4-(5-(3-bromopyrazolo[1,5-a]pyrimidin-5-yl)-1-oxoisoindolin-2-yl)-5-oxopentanoate